NC=1C2=C(N=CN1)N(C=C2C2=CC=C(C=C2)NC(=O)C2=NN(C=C(C2=O)C2=CC=C(C=C2)F)C(C)C)C2COC2 N-(4-(4-Amino-7-(oxetan-3-yl)-7H-pyrrolo[2,3-d]pyrimidin-5-yl)phenyl)-5-(4-fluorophenyl)-1-isopropyl-4-oxo-1,4-dihydropyridazine-3-carboxamide